phenoxathiin-3-one C=1CC(C=C2OC3=CC=CC=C3SC12)=O